3-(4-(4-methylthiazol-5-yl)phenyl)propanamide CC=1N=CSC1C1=CC=C(C=C1)CCC(=O)N